COCCNC=1C=C(C=CC1[N+](=O)[O-])C=1C=C(C(N(C1)C)=O)C 5-[3-(2-methoxyethylamino)-4-nitro-phenyl]-1,3-dimethyl-pyridin-2-one